COC(=O)C=1OC=COC1 [1,4]Dioxin-2-carboxylic acid methyl ester